C1(=CC=CC=C1)C(C(=O)C1=CC=CC=C1)CC α-phenyl-butyrophenone